FC(\C=C(\C1=CC=CC=C1)/N1C=CC=C1)F (Z)-1-(3,3-difluoro-1-phenylprop-1-en-1-yl)-azole